N-(2,3-dihydro-1,4-benzoxazin-4-yl)-6-fluoro-3-(2-hydroxypropan-2-yl)-7-(2,3,5-trifluorophenyl)thieno[3,2-b]Pyridine-2-carboxamide O1CCN(C2=C1C=CC=C2)NC(=O)C2=C(C1=NC=C(C(=C1S2)C2=C(C(=CC(=C2)F)F)F)F)C(C)(C)O